trans-N-methyl-1-(4-(3-tolyl)-4,7-dihydro-5H-thieno[2,3-c]pyran-7-yl)methylamine CNC[C@H]1OC[C@@H](C2=C1SC=C2)C=2C=C(C=CC2)C